C(C=C)(=O)N1CCN(CC1)C1=C(C(N(C2=NC(=C(C=C12)Cl)Cl)C=1C(=NC=CC1C)C(C)C)=O)C#N 4-(4-propenoylpiperazin-1-yl)-6,7-dichloro-1-(2-isopropyl-4-methylpyridin-3-yl)-2-oxo-1,2-dihydro-1,8-naphthyridine-3-carbonitrile